[2-[6-[4-(1-tert-butoxycarbonyl-4-piperidinyl)phenyl]-4-fluoro-1-oxo-isoindol-2-yl]-2-(6,7-dihydro-5H-pyrrolo[1,2-c]imidazol-1-yl)acetyl]lithium oxide [O-2].C(C)(C)(C)OC(=O)N1CCC(CC1)C1=CC=C(C=C1)C1=CC(=C2CN(C(C2=C1)=O)C(C(=O)[Li])C1=C2N(C=N1)CCC2)F